NCCCOC1=NNC=C1C=1C=C/2C(=CN1)NC(\C2=C/C=2NC=CC2C(=O)O)=O 2-[1(Z)-[5-[3-(3-aminopropoxy)-1H-pyrazol-4-yl]-2-oxo-1H-pyrrolo[2,3-c]pyridin-3-ylidene]methyl]-1H-pyrrole-3-carboxylic acid